Trans-(3S)-1'-(6-amino-5-fluoropyrimidin-4-yl)-3-(3,5-dichlorophenylamino)-4'-hydroxy-1,3'-bipiperidin-2-one NC1=C(C(=NC=N1)N1CC(C(CC1)O)N1C([C@H](CCC1)NC1=CC(=CC(=C1)Cl)Cl)=O)F